[15-(4-butyldecanoyloxy)-8-[(1-methyl-4-piperidyl)methyl-octylsulfinyl-amino]pentadecyl] 4-butyldecanoate C(CCC)C(CCC(=O)OCCCCCCCC(CCCCCCCOC(CCC(CCCCCC)CCCC)=O)N(S(=O)CCCCCCCC)CC1CCN(CC1)C)CCCCCC